ClC=1C(=C(C(=C(C1)C(C(=O)NCC1=NC=CN=C1Cl)C)OCC)C=1C=NC(=CC1)C)C 2-(5-chloro-2-ethoxy-4-methyl-3-(6-methylpyridin-3-yl)phenyl)-N-((3-chloropyrazin-2-yl)methyl)propanamide